C(=O)(OCC1C2=CC=CC=C2C2=CC=CC=C12)N[C@](CCC1=CC=CC=C1)(C(=O)O)C Fmoc-α-methyl-D-homophenylalanine